COC1=CC=C(C=N1)C1=NN=C(O1)N 5-(6-methoxypyridin-3-yl)-1,3,4-oxadiazol-2-amine